ethyl 9-bromo-2-chloro-5-oxo-5H-benzo[4',5']thiazolo[3',2':1,6]pyrido-[2,3-d]pyrimidine-6-carboxylate BrC1=CC2=C(N3C(=C(C(C4=C3N=C(N=C4)Cl)=O)C(=O)OCC)S2)C=C1